5-(1,1-dimethyl-3,3-dimethylbutyl)-4-hydroxy-2-methylbenzoic acid, potassium salt [K+].CC(CC(C)(C)C)(C)C=1C(=CC(=C(C(=O)[O-])C1)C)O